C1(CC1)S(=O)(=O)N1N=CC(=C1)C1=NC=CC(=N1)NC1=CC2=C(C=N1)C(=NN2C(C)C)N2CCN(CC2)CC2=C(C=CC=C2)NC2C(NC(CC2)=O)=O 3-((2-((4-(6-((2-(1-(cyclopropylsulfonyl)-1H-pyrazol-4-yl)pyrimidin-4-yl)amino)-1-isopropyl-1H-pyrazolo[4,3-c]pyridin-3-yl)piperazin-1-yl)methyl)phenyl)amino)piperidine-2,6-dione